ClS(=O)(=O)C=1N=C(N(C1)CC(=O)OC)CC methyl 2-[4-(chlorosulfonyl)-2-ethylimidazol-1-yl]acetate